C(C)(C)(C)OC(=O)N1CCN(CC1)C=1N(N=CC1)C 4-(2-methylpyrazol-3-yl)piperazine-1-carboxylic acid tert-butyl ester